FC1=C(C=CC=C1)C(CNC(=O)C1CC1)NC1=NC=C(C=N1)C1=NOC(=N1)C(F)(F)F N-[2-(2-fluorophenyl)-2-[[5-[5-(trifluoromethyl)-1,2,4-oxadiazol-3-yl]pyrimidin-2-yl]amino]ethyl]cyclopropanecarboxamide